COC(C(CC1=C(SC(=C1Br)Br)C(F)(F)F)N(C)C(=O)OC(C)(C)C)=O.C(#N)C1=CC=C(C=C1)C(C(/C=C/C1=C(C(=O)N)C=CC=C1)(F)F)O[Si](CC)(CC)CC (E)-2-(4-(4-cyanophenyl)-3,3-difluoro-4-((triethylsilyl)oxy)buten-1-yl)benzamide methyl-2-[tert-butoxycarbonyl(methyl)amino]-3-[4,5-dibromo-2-(trifluoromethyl)-3-thienyl]propanoate